COC(=O)C=1C=C2C=C[N+](=CC2=C2C1OC(C2)C)[O-] 6-(methoxycarbonyl)-8-methyl-8,9-dihydrofuro[2,3-h]isoquinoline 2-oxide